CN1N=CC(=C1)C=1C=NN(C(C1)=O)[C@@H]1CN(C[C@H]1OCC1=CC=C(C=C1)C(F)(F)F)C(=O)OC(C)(C)C Tert-Butyl trans-3-(4-(1-methyl-1H-pyrazol-4-yl)-6-oxopyridazin-1(6H)-yl)-4-((4-(trifluoromethyl)benzyl)oxy)pyrrolidine-1-carboxylate